ClC1=CC=C(C=N1)CN(C1=CC(OC1C)=O)CCF 4-[[(6-chloropyridin-3-yl)methyl](2-fluoroethyl)amino]-5-methylfuran-2(5H)-one